BrC=1N(C(=NN1)SCC(=O)O)C1=C(C=C(C2=CC=CC=C12)C1CC1)Cl 2-((5-bromo-4-(2-chloro-4-cyclopropylnaphthalen-1-yl)-4H-1,2,4-triazol-3-yl)-thio)acetic acid